[N+](=O)([O-])C=1C(=CC2=C(OCO2)C1)C(C)O 1-(6-nitro-1,3-benzodioxol-5-yl)ethanol